ClC1=CC=C(C=C1)C=1N(C(N(C1)CC1=NN(C(=N1)[C@H](C)O)C1=CC(=CC=C1)F)=O)C[C@@H](C(F)(F)F)O 4-(4-chlorophenyl)-1-((1-(3-fluorophenyl)-5-((S)-1-hydroxyethyl)-1H-1,2,4-triazol-3-yl)methyl)-3-((S)-3,3,3-trifluoro-2-hydroxypropyl)-1,3-dihydro-2H-imidazol-2-one